2-methoxy-2-methylpropyl ((4-(tert-butyl)phenoxy) (perfluorophenoxy)phosphoryl)-L-alaninate C(C)(C)(C)C1=CC=C(OP(=O)(OC2=C(C(=C(C(=C2F)F)F)F)F)N[C@@H](C)C(=O)OCC(C)(C)OC)C=C1